ethyl 5-(4-tert-butoxycarbonylpiperazin-1-yl)-6-methoxy-pyrazolo[1,5-a]pyrimidine-3-carboxylate C(C)(C)(C)OC(=O)N1CCN(CC1)C1=NC=2N(C=C1OC)N=CC2C(=O)OCC